Cl.N1CC(C1)OC=1C=CC(=NC1)Br 5-(azetidin-3-yloxy)-2-bromopyridine hydrochloride